3-(trifluoromethyl)-7,8,9,10-tetrahydro-5H-pyrazino[1,2-a]pyrido[3,2-e]pyrazin FC(C1=CC=2NC=C3N(C2N=C1)CCNC3)(F)F